tert-butyl 3-(iodomethyl)-2-oxa-8-azaspiro[4.5]decane-8-carboxylate ICC1OCC2(C1)CCN(CC2)C(=O)OC(C)(C)C